2-Fluoro-p-phenylenediamine FC1=C(C=CC(=C1)N)N